Cl.C(C)(C)OC(CCN)=O β-alanine isopropyl ester hydrochloride